1-(2-(dimethylamino)ethyl)-3-(2'-(4-methyl-4H-1,2,4-triazol-3-yl)-[1,1'-biphenyl]-3-yl)-5-(trifluoromethyl)pyridin-2(1H)-one CN(CCN1C(C(=CC(=C1)C(F)(F)F)C=1C=C(C=CC1)C1=C(C=CC=C1)C1=NN=CN1C)=O)C